(6-morpholinopyridin-3-yl)methanol tert-butyl-(R)-4-(1-(3-(3-((4-bromobenzyl)(cyclopropyl)carbamoyl)piperidin-1-yl)phenoxy)cyclopropane-1-carbonyl)piperazine-1-carboxylate C(C)(C)(C)[C@H]1N(CCN(C1)C(=O)C1(CC1)OC1=CC(=CC=C1)N1CC(CCC1)C(N(C1CC1)CC1=CC=C(C=C1)Br)=O)C(=O)OCC=1C=NC(=CC1)N1CCOCC1